(R)-3-(4-amino-3-(7-(4-chlorobenzamido)benzo[d][1,3]dioxol-4-yl)-1H-pyrazolo[3,4-d]pyrimidin-1-yl)piperidine-1-carboxylic acid tert-butyl ester C(C)(C)(C)OC(=O)N1C[C@@H](CCC1)N1N=C(C=2C1=NC=NC2N)C2=CC=C(C=1OCOC12)NC(C1=CC=C(C=C1)Cl)=O